6,6-dichloro-1-hexene ClC(CCCC=C)Cl